3-(1-methylpiperidin-4-yl)quinazolin-4-one CN1CCC(CC1)N1C=NC2=CC=CC=C2C1=O